4-chloro-6-[(3S)-3-isopropylpiperazin-1-yl]-2-(4-pyridyl)pyrimidine ClC1=NC(=NC(=C1)N1C[C@@H](NCC1)C(C)C)C1=CC=NC=C1